C(C=C)(=O)NC1=C(C=C(C=C1)[N+](=O)[O-])B(O)O acrylamido-5-nitrophenyl-boronic acid